FC(C(=O)O)(F)F.NCC(=O)N1CCCC2=CN=CC=C12 2-amino-1-(3,4-dihydro-1,6-naphthyridin-1(2H)-yl)ethan-1-one trifluoroacetic acid salt